CC=1SC=2N3C(=NN=C3[C@@H](N=C(C2C1C)C1=CC=C(C=C1)CCCOC1CCNCC1)CC(=O)O)C 2-[(9S)-4,5,13-trimethyl-7-[4-[3-(4-piperidyloxy)propyl]phenyl]-3-thia-1,8,11,12-tetrazatricyclo[8.3.0.02,6]trideca-2(6),4,7,10,12-pentaen-9-yl]acetic acid